2-chloro-5-((4-phenoxyphenoxy)methyl)pyridine ClC1=NC=C(C=C1)COC1=CC=C(C=C1)OC1=CC=CC=C1